(3R)-3-({2-[4-(difluoromethoxy)phenyl][1,2,4]triazolo[1,5-c]quinazolin-5-yl}amino)azepin-2-one FC(OC1=CC=C(C=C1)C1=NN2C(=NC=3C=CC=CC3C2=N1)NC=1C(N=CC=CC1)=O)F